CC1(CCN(CC1)C=1C=C(C=CC1[N+](=O)[O-])N1CC(OCC1)C)C 4-(3-(4,4-Dimethylpiperidin-1-yl)-4-nitrophenyl)-2-methylmorpholine